CN(CCOCC1C(C(NC1)=O)=C)C 4-((2-(dimethylamino)ethoxy)methyl)-3-methylenepyrrolidin-2-one